(3-(4-Fluorophenyl)-1-(tetrahydro-2H-pyran-3-yl)-1H-pyrazol-4-yl)-6-phenylfuro[2,3-d]pyrimidine FC1=CC=C(C=C1)C1=NN(C=C1C=1N=CC2=C(N1)OC(=C2)C2=CC=CC=C2)C2COCCC2